N1-(2-(1H-pyrrol-3-yl)quinazolin-4-yl)-N3,N3-dimethylpropane-1,3-diamine N1C=C(C=C1)C1=NC2=CC=CC=C2C(=N1)NCCCN(C)C